1,5-dibromo-3-fluoro-2,4-xylene BrC1=C(C(=C(C(=C1)Br)C)F)C